BrC1=CC=C(C=C1)[C@H]1[C@@H](N(C(C1)=O)C(=O)OC(C)(C)C)CO[Si](C1=CC=CC=C1)(C1=CC=CC=C1)C(C)(C)C (2R,3S)-tert-Butyl 3-(4-bromophenyl)-2-((tert-butyldiphenylsilyloxy)methyl)-5-oxopyrrolidine-1-carboxylate